1-isopropyl-2,4-dioxo-3-(tetrahydro-2H-pyran-4-yl)-1,2,3,4-tetrahydro-pyrimidine-5-carboxylic acid C(C)(C)N1C(N(C(C(=C1)C(=O)O)=O)C1CCOCC1)=O